pentafluoroethane chromium [Cr].FC(C(F)(F)F)F